1-(4-((6-aminopyridin-3-yl)oxy)phenyl)-3-(4-fluorophenyl)urea NC1=CC=C(C=N1)OC1=CC=C(C=C1)NC(=O)NC1=CC=C(C=C1)F